NC=1C=C(C(=O)OC)C=C(C1NCC#C)OC methyl 3-amino-5-methoxy-4-(prop-2-ynylamino)benzoate